ONC(\C=C\C1=C(C=CC=C1)N1CCC(CC1)NCC1=C(C=CC=C1)C(F)(F)F)=O (E)-N-hydroxy-3-(2-(4-((2-(trifluoro-methyl)benzyl)amino)piperidin-1-yl)phenyl)acrylamide